N-(4'-((4-methoxy-6-(methylsulfonyl)pyridin-2-yl)amino)-5-(trifluoromethyl)-[2,3'-bipyridin]-6'-yl)acetamide COC1=CC(=NC(=C1)S(=O)(=O)C)NC1=C(C=NC(=C1)NC(C)=O)C1=NC=C(C=C1)C(F)(F)F